NC=1N=C(C=C2C=C(N=CC12)NC(=O)C1C(C1)F)Cl N-(8-amino-6-chloro-2,7-naphthyridin-3-yl)-2-fluoro-cyclopropanecarboxamide